NC1=CC(=C(C(=O)O)C=C1)N1CC[Si](CC1)(C)C 4-amino-2-(4,4-dimethyl-1,4-azasilinan-1-yl)benzoic acid